CC1=NN(C2=NC=C(C=C21)NC(C=C)=O)C=2C=NC(=NC2)C(F)(F)F N-(3-methyl-1-(2-(trifluoromethyl)pyrimidin-5-yl)-1H-pyrazolo[3,4-b]pyridin-5-yl)acrylamide